FC1=C(OC2=CC3=C(N=C(N=C3)NC=3C=NN(C3)C)N(C2=O)[C@H]2CNCCC2)C=CC(=C1)F (R)-6-(2,4-difluorophenoxy)-2-((1-methyl-1H-pyrazol-4-yl)amino)-8-(piperidin-3-yl)pyrido[2,3-d]Pyrimidin-7(8H)-one